FC1(CNC(N(C1)[C@H](COC)C1=CC(=NC=C1)NC([C@H](C1CCC(CC1)(F)F)NC(=O)C1=CC=NN1C(C)C)=O)=O)F N-((S)-2-((4-((S)-1-(5,5-difluoro-2-oxotetrahydropyrimidin-1(2H)-yl)-2-methoxyethyl)pyridin-2-yl)amino)-1-(4,4-difluorocyclohexyl)-2-oxoethyl)-1-isopropyl-1H-pyrazole-5-carboxamide